CCCCC(CC(CCCC)=O)=O undecan-5,7-dione